C(C)(C)(C)OC(=O)N(C(C(=O)OC)CC1=C(SC(=C1Br)Br)C(F)(F)F)C methyl 2-[tert-butoxycarbonyl(methyl)amino]-3-[4,5-dibromo-2-(trifluoromethyl)-3-thienyl]propanoate